2-(4-chloro-2-ethoxyphenyl)-N-((2-(2,6-dioxopiperidin-3-yl)-1-oxoisoindolin-5-yl)methyl)-2,2-difluoroacetamide ClC1=CC(=C(C=C1)C(C(=O)NCC=1C=C2CN(C(C2=CC1)=O)C1C(NC(CC1)=O)=O)(F)F)OCC